5-propyl-1,3,4-oxadiazole-2-thiol C(CC)C1=NN=C(O1)S